ClC1=CSC=2N3C([C@@H](OCC21)C)=NN=C3C (S)-3-chloro-6,9-dimethyl-4H,6H-thieno[2,3-e][1,2,4]triazolo[3,4-c][1,4]oxazepine